6-chloro-3-(pyrrolidin-1-yl)-1-(tetrahydro-2H-pyran-2-yl)-1H-pyrazolo[4,3-C]pyridine ClC1=CC2=C(C=N1)C(=NN2C2OCCCC2)N2CCCC2